5-[2-chloro-6-cyano-4-[1-methyl-1-[4-[(2-methylsulfonylpyrimidin-4-yl)methoxy]phenyl]ethyl]phenoxy]-N-[2-(2,6-dioxo-3-piperidyl)-1,3-dioxo-isoindolin-5-yl]pentanamide ClC1=C(OCCCCC(=O)NC=2C=C3C(N(C(C3=CC2)=O)C2C(NC(CC2)=O)=O)=O)C(=CC(=C1)C(C)(C1=CC=C(C=C1)OCC1=NC(=NC=C1)S(=O)(=O)C)C)C#N